N-(2-chloro-4-fluoro-3-((3-methyl-4-oxo-5-vinyl-3,4-dihydroquinazolin-6-yl)amino)phenyl)pyrrolidine-1-sulfonamide trifluoroacetate FC(C(=O)O)(F)F.ClC1=C(C=CC(=C1NC=1C(=C2C(N(C=NC2=CC1)C)=O)C=C)F)NS(=O)(=O)N1CCCC1